2-(hydroxymethyl)imidazo[1,2-c]pyrimidin-5-ol OCC=1N=C2N(C(=NC=C2)O)C1